O[C@]1(C[C@H]2CC[C@H]3[C@@H]4CCC[C@@H]([C@]4(CC[C@@H]3[C@H]2CC1)C)C(=O)N1[C@H](CCCC1)C)COC ((1S,4aS,4bR,6aR,8R,10aS,10bR,12aS)-8-hydroxy-8-(methoxymethyl)-12a-methyloctadecahydrochrysen-1-yl)((S)-2-methylpiperidin-1-yl)methanone